5-Bromo-3-(pyridin-4-yl)-1-trityl-1H-indazole BrC=1C=C2C(=NN(C2=CC1)C(C1=CC=CC=C1)(C1=CC=CC=C1)C1=CC=CC=C1)C1=CC=NC=C1